6-(benzylthio)-8-fluoroimidazo[1,5-a]pyridine-3-carbohydrazide C(C1=CC=CC=C1)SC=1C=C(C=2N(C1)C(=NC2)C(=O)NN)F